N,1-dimethyl-6-oxopiperidine-3-carboxamide CNC(=O)C1CN(C(CC1)=O)C